N1=CNC2=NC=CC(=C21)C=2C=NN(C2)C2=CC=C(C=N2)C(C#N)C 2-(6-(4-(3H-imidazo[4,5-b]pyridin-7-yl)-1H-pyrazol-1-yl)pyridin-3-yl)propanenitrile